(R)-7'-((1-acetylpiperidin-4-yl)amino)-2'-(3-(3,4-dihydroisoquinolin-2(1H)-yl)-2-hydroxypropyl)-2',3'-dihydro-1'H-spiro[cyclopropane-1,4'-isoquinolin]-1'-one C(C)(=O)N1CCC(CC1)NC1=CC=C2C3(CN(C(C2=C1)=O)C[C@@H](CN1CC2=CC=CC=C2CC1)O)CC3